2-(fluoromethyl)-8-methoxy-3-(4-(2,2,2-trifluoroethoxy)phenyl)-4H-pyrido[1,2-a]pyrimidin-4-one FCC=1N=C2N(C(C1C1=CC=C(C=C1)OCC(F)(F)F)=O)C=CC(=C2)OC